FC=1C=C(C=CC1C1=CSC=C1)SC1=CC2=C(NC(=N2)NC(OC)=O)C=C1 methyl (5-((3-fluoro-4-(thiophen-3-yl)phenyl)thio)-1H-benzo[d]imidazol-2-yl)carbamate